N,N'-di(tert-butyldimethylsilyl)piperazine [Si](C)(C)(C(C)(C)C)N1CCN(CC1)[Si](C)(C)C(C)(C)C